CN(C(=O)[C@@H]1CN(CC[C@H]1NC(=O)C1=NOC(=C1)C1=C(C=C(C=C1)F)F)[C@@H](C)C1CC1)C (3R,4R)-1-((1S)-1-cyclopropyl-ethyl)-4-{[5-(2,4-difluoro-phenyl)-isoxazole-3-carbonyl]-amino}-piperidine-3-carboxylic acid dimethylamide